ClC=1C(=NC(=NC1)N[C@@H]1C[C@H]2CO[C@@H]([C@H]1O)O2)C=2C=C(C1=C(N(C(=N1)C(C)(C)O)[C@@H]1C(C1)(F)F)C2)F (1S,3R,4S,5R)-3-((5-chloro-4-(1-((S)-2,2-difluorocyclopropyl)-4-fluoro-2-(2-hydroxypropan-2-yl)-1H-benzo[d]imidazol-6-yl)pyrimidin-2-yl)amino)-6,8-dioxabicyclo[3.2.1]octan-4-ol